NC1=NC2=CC=C(C(=C2C(N1)=O)SC1=CC=NC=C1)C 3,4-dihydro-2-amino-6-methyl-4-oxo-5-(4-pyridylthio)quinazoline